O1CCOC12CC=C(CC2)C2=C(C=O)C=CC=C2 2-(1,4-dioxaspiro[4.5]dec-7-en-8-yl)benzaldehyde